FC(C1=CC=C(C=C1)C1=C(N=C(O1)C1=NC(=NC=C1)C(F)(F)F)N1C=CC=2C=CC=NC2C1=O)(F)F 7-(5-(4-(trifluoromethyl)phenyl)-2-(2-(trifluoromethyl)pyrimidin-4-yl)oxazol-4-yl)-1,7-naphthyridin-8(7H)-one